(3-methylpyridin-2-yl)-5-(trifluoromethyl)-1H-pyrazole-4-carboxylic acid CC=1C(=NC=CC1)N1N=CC(=C1C(F)(F)F)C(=O)O